NCCCC[C@@H](C(=O)OC)NC(=O)OCC1=CC=CC=C1 methyl (2S)-6-amino-2-(benzyloxycarbonylamino)hexanoate